4-chloro-N-((5-cyclopropyl-1H-indazol-yl)methyl)benzamide ClC1=CC=C(C(=O)NCN2N=CC3=CC(=CC=C23)C2CC2)C=C1